2-Methoxy-N-(8'-(6-oxo-5-azaspiro[2.4]heptan-5-yl)-4'H-spiro[cyclopropane-1,5'-naphtho[2,1-d]isoxazol]-3'-yl)benzenesulfonamide COC1=C(C=CC=C1)S(=O)(=O)NC1=NOC2=C1CC1(C3=CC=C(C=C32)N3CC2(CC2)CC3=O)CC1